C[C@@]1(C[C@@H](CC(=O)C1)C2=CC(=CC=C2)[N+](=O)[O-])C#N PHENYLCYCLOHEXANONE